2-([1,1'-biphenyl]-4-ylmethyl)-8-(naphthalen-1-ylmethyl)hexahydro-2H-pyrazino[1,2-a]pyrazine-6,9-dione C1(=CC=C(C=C1)CN1CC2N(CC1)C(CN(C2=O)CC2=CC=CC1=CC=CC=C21)=O)C2=CC=CC=C2